[K+].CC(C)(C)[O-] 2-methylpropan-2-olate potassium